CC(CCCCCCCCO)C 9-methyl-decan-1-ol